1-((4-(11H-dibenzo[b,e]azepin-6-yl)piperazin-1-yl)methyl)cyclopropanecarboxylic acid C1=CC=CC=2N=C(C3=C(CC21)C=CC=C3)N3CCN(CC3)CC3(CC3)C(=O)O